ClC=1C=CC(=C(C1)C1=CC(=C(N=N1)C)NC1=CC(=NC=C1)NC(=O)CCN1CC(N(CC1)C)C(=O)OC(C)C)F propan-2-yl 4-{2-[(4-{[6-(5-chloro-2-fluorophenyl)-3-methylpyridazin-4-yl]amino}pyridin-2-yl)carbamoyl]ethyl}-1-methylpiperazine-2-carboxylate